C[C@@H]1CN(C[C@@H](N1)C)C=1C=C2C=CC(=NC2=NC1)C1=CC2=CN(N=C2C(=C1O)F)C 5-{6-[(3R,5S)-3,5-dimethylpiperazin-1-yl]-1,8-naphthyridin-2-yl}-7-fluoro-2-methylindazol-6-ol